4,7-dimethyl-5-decyne CC(CCC)C#CC(CCC)C